N-[2-(N-vinylbenzylamino)ethyl]-3-aminopropyl-trimethoxysilane hydrochloride Cl.C(=C)N(CCNCCC[Si](OC)(OC)OC)CC1=CC=CC=C1